C(CCC)C1CC(CCC1)=NO 3-n-butylcyclohexanone oxime